(S)-6-(5-(3,5-dimethylisoxazol-4-yl)-1-((trans)-4-methoxycyclohexyl)-1H-benzo[d]imidazol-2-yl)-3-methyldihydropyrimidine-2,4(1H,3H)-dione CC1=NOC(=C1C1=CC2=C(N(C(=N2)[C@@H]2CC(N(C(N2)=O)C)=O)[C@@H]2CC[C@H](CC2)OC)C=C1)C